C(C)(C)(C)C1=CC=C(C(=O)NC2=C(OC3=C2C=C(C=C3)C=3C=NN(C3)C3=CC=C(C=C3)CCC)C(=O)O)C=C1 3-(4-(tert-butyl)benzoylamino)-5-(1-(4-propylphenyl)-1H-pyrazol-4-yl)benzofuran-2-carboxylic acid